CC1(C2C3C4C=CC(C3C(C1)C2)C4)C(=O)OC(C)C 9-methyl-9-isopropoxycarbonyltetracyclo[6.2.1.13,6.02,7]Dodec-4-ene